pyridineAt N1=C(C=CC=C1)C(=O)[O-]